benzothiazinoquinoxaline N1=CC=NC2=CC=C3C(=C12)C1=C(SN3)C=CC=C1